4-fluoro-spiro[indoline-3,4'-piperidine] FC1=C2C(=CC=C1)NCC21CCNCC1